[Na].CC=CCS(=O)(=O)O methyl-allylsulfonic acid sodium